ClC=1C(C2=CC=CC=C2C(C1Cl)(Cl)Cl)=O 2,3,4,4-tetrachloronaphthalene-1(4H)-one